ClC=1C=C(C[C@@]2(NCCC2)C(=O)O)C=CC1 α-(3-chlorobenzyl)-proline